Ethyl (Z)-2-(4-(4-chlorobenzyl)-2-((4-methylcyclohexyl)imino)-5-oxo-2,5-dihydrofuran-3-yl)acetate ClC1=CC=C(CC2=C(/C(/OC2=O)=N/C2CCC(CC2)C)CC(=O)OCC)C=C1